2-((1,5-dimethyl-1H-pyrazol-3-yl)amino)-5-methylpyrimidin CN1N=C(C=C1C)NC1=NC=C(C=N1)C